CC1=CC=CC(=N1)C=1N=C(SC1OC1=CC(=NC=C1)NC=1C=C(C(=O)N)C=CC1)C(F)(F)F 3-((4-((4-(6-methylpyridin-2-yl)-2-(trifluoromethyl)thiazol-5-yl)oxy)pyridin-2-yl)amino)benzamide